COC1=CC=C(C=N1)C=1C=C2C=CC=NC2=CC1 6-(6-methoxypyridin-3-yl)quinolin